6-((3S,4R)-3-fluoro-4-((6-methoxypyridin-3-yl)oxy)piperidin-1-yl)-5-methyl-N-((R)-5,6,7,8-tetrahydroquinolin-6-yl)pyridazine-3-carboxamide F[C@H]1CN(CC[C@H]1OC=1C=NC(=CC1)OC)C1=C(C=C(N=N1)C(=O)N[C@H]1CC=2C=CC=NC2CC1)C